3-(cyclopropyldifluoromethyl)aniline C1(CC1)C(C=1C=C(N)C=CC1)(F)F